FC1=C(C(=CC=C1)C)N1CCN(CC1)C1=C(C=2C(=NC=CN2)N(C1=O)CC1=NC=CN=C1C(F)(F)F)C 7-(4-(2-fluoro-6-methylphenyl)piperazin-1-yl)-8-methyl-5-((3-(trifluoromethyl)pyrazin-2-yl)methyl)pyrido[2,3-b]pyrazin-6(5H)-one